C1(=CC=CC=C1)S(=O)(=O)N(C1=CC=C(C=C1)C1=NC(=CC2=C1NC1=CC(=CC=C21)Br)C(=O)OC)C methyl 1-[4-[benzenesulfonyl(methyl)amino]phenyl]-7-bromo-9H-pyrido[3,4-b]indole-3-carboxylate